C1(CCCC1)C=1C=CC(=NC1)NC1=NC(=NS1)C1=NC=C(C=C1)OC N-(5-cyclopentyl-pyridin-2-yl)-3-(5-methoxypyridin-2-yl)-1,2,4-thiadiazol-5-amine